bis-ethylethoxyphenol C(C)C1=C(C(=C(C=C1)O)OCC)CC